(R)-4-(5-fluoro-4-((S)-1-fluoroethyl)pyridin-3-yl)-2-(fluoromethyl)-5-oxo-1,4,5,7-tetrahydrofurano[3,4-b]pyridine-3-carboxylic acid methyl ester COC(=O)C=1[C@@H](C2=C(NC1CF)COC2=O)C=2C=NC=C(C2[C@H](C)F)F